CCCCCC/C=C\CCCCCCCCCC(=O)OC[C@H](COP(=O)([O-])OCC[N+](C)(C)C)OC(=O)CCCCCC/C=C\C/C=C\C/C=C\C/C=C\CC 1-(11Z-octadecenoyl)-2-(8Z,11Z,14Z,17Z-eicosatetraenoyl)-sn-glycero-3-phosphocholine